OC1=CC=C(C(=O)NC2=CC=C(C=C2)O)C=C1 4,4'-dihydroxybenzoanilide